(9E)-N-[3-(dimethylamino)propyl]octadec-9-enamide CN(CCCNC(CCCCCCC\C=C\CCCCCCCC)=O)C